C(C)N1C(NC2=C(C1=O)N=CC(=C2)CN2CCN(CC2)C=2C(=NC(=CC2)F)C(=O)NC)=O (4-((3-ethyl-2,4-dioxo-1,2,3,4-tetrahydropyrido[3,2-d]pyrimidin-7-yl)methyl)piperazin-1-yl)-6-fluoro-N-methylpyridinecarboxamide